OC1=NC=C(C=C1N1CCC(CC1)C#N)CCCOC (2-hydroxy-5-(3-methoxypropyl)pyridin-3-yl)piperidine-4-carbonitrile